ClC=1C=C(C=C2CN(C(C12)=O)C1C(NC(CC1)=O)=O)OCC 3-(7-chloro-5-ethoxy-1-oxoisoindolin-2-yl)piperidine-2,6-dione